methyl (Z)-N-(2-fluoro-4H-thieno[3,2-b]pyrrole-5-carbonyl)cyclopropanecarbohydrazonate FC1=CC=2NC(=CC2S1)C(=O)N\N=C(/OC)\C1CC1